N=1N=CN(C1)C1CNCCC1 3-(1,2,4-triazol-4-yl)piperidine